3-[(4R)-4-[2-[5-[(6,7-difluoro-4-methylsulfanyl-1H-indol-5-yl)oxy]-2-fluoro-phenyl]-1H-imidazol-4-yl]-4-methyl-isochroman-8-yl]propanoic acid FC1=C(C(=C2C=CNC2=C1F)SC)OC=1C=CC(=C(C1)C=1NC=C(N1)[C@@]1(COCC2=C(C=CC=C12)CCC(=O)O)C)F